C1(=CC=CC=C1)CCCOO phenylpropyl hydrogen peroxide